tert-butyl 3-(3-(4-butoxybenzyl)-1,2,4-oxadiazol-5-yl)-2-(diethoxyphosphoryl)propanoate C(CCC)OC1=CC=C(CC2=NOC(=N2)CC(C(=O)OC(C)(C)C)P(=O)(OCC)OCC)C=C1